OC1C=C(CC(C1O)O)C=O 3,4,5-trihydroxy-1-cyclohexene-1-carbaldehyde